3-(4-Bromo-2,5-difluorobenzylidene)-1-(3-fluoropropyl)azetidine BrC1=CC(=C(C=C2CN(C2)CCCF)C=C1F)F